2-Hydroxy-2,2-dimethylacetophenon OC(C(=O)C1=CC=CC=C1)(C)C